4-{(6-(2-amino-3-{1H-pyrazole-4-yl}propanoyl)-2-((4-cyanophenyl)amino)-5,6,7,8-tetrahydropyrido[4,3-d]pyrimidine-4-yl)oxy}-3,5-dimethylbenzonitrile NC(C(=O)N1CC2=C(N=C(N=C2OC2=C(C=C(C#N)C=C2C)C)NC2=CC=C(C=C2)C#N)CC1)CC=1C=NNC1